(S)-4-amino-N-(6-(2-(difluoromethyl)thiazol-5-yl)-2,3-dihydrobenzofuran-3-yl)-7-fluoro-N-methylimidazo[1,5-a]quinoxaline-8-carboxamide NC=1C=2N(C3=CC(=C(C=C3N1)F)C(=O)N(C)[C@@H]1COC3=C1C=CC(=C3)C3=CN=C(S3)C(F)F)C=NC2